COC1=C2C=C(NC2=CC=C1)C(=O)N1[C@@H]([C@@H]2[C@H](C1)CCC2)C(=O)N[C@H](C(=O)OC)C[C@H]2C(NCC2)=O methyl (2S)-2-[[(1S,3aR,6aS)-2-(4-methoxy-1H-indole-2-carbonyl)-hexahydro-1H-cyclopenta[c]pyrrol-1-yl]formamido]-3-[(3S)-2-oxopyrrolidin-3-yl]propanoate